piperazine isoferulate C(\C=C\C1=CC(O)=C(OC)C=C1)(=O)O.N1CCNCC1